C(#N)CC1=C(C(=C(C#N)C(=C1F)F)F)F 4-cyanomethyl-2,3,5,6-tetrafluorobenzonitrile